COC(=O)C1CCCC1.C(C)OC(C(COS(=O)(=O)ON1[C@@H]2CC[C@H](N(C1=O)C2)C(=O)N)(C)C)=O ((2S,5R)-6-(((3-ethoxy-2,2-dimethyl-3-oxopropoxy)sulfonyl)oxy)-7-oxo-1,6-diazabicyclo[3.2.1]octane-2-carboxamide) methylcyclopentaneformate